ClC1=CC=C(C=C1)C(=C)N1N=NC2=C1C=CC=C2 1-(1-(p-chlorophenyl)vinyl)-1H-benzo[d][1,2,3]triazole